2-chloro-6-(pyridazin-4-yl)pyridin ClC1=NC(=CC=C1)C1=CN=NC=C1